BrC=1C=2N(C=C(C1)C1CC1)C=C(N2)C(=O)OCC ethyl 8-bromo-6-cyclopropylimidazo[1,2-a]pyridine-2-carboxylate